F\C(=C/C(=O)NC1=CC(=NC=C1)C=1C=CC=C2C=NC(=NC12)NC=1C=NC(=CC1)N1CCN(CC1)C)\C (Z)-3-fluoro-N-(2-(2-((6-(4-methylpiperazin-1-yl)pyridin-3-yl)amino)quinazolin-8-yl)pyridin-4-yl)but-2-enamide